C(C)(C)(C)OC(=O)N1CCC2(C3=C(NC(O2)=O)N=CC=C3)CCC1 2'-oxo-1',2'-dihydrospiro[azepan-4,4'-pyrido[2,3-d][1,3]oxazine]-1-carboxylic acid tert-butyl ester